C(C)(C)(C)OC(=O)N(C1CCN(CC1)C=1C2=CN(N=C2C(=CC1)C(=O)NC=1C=C(C=2N(C1)C=C(N2)C)C(=O)O)C)CC 6-[[4-[4-[tert-butoxycarbonyl(ethyl)amino]-1-piperidyl]-2-methyl-indazole-7-carbonyl]amino]-2-methyl-imidazo[1,2-a]pyridine-8-carboxylic acid